2-carboxymethyl-sulfosuccinic acid C(=O)(O)CC(C(=O)O)(CC(=O)O)S(=O)(=O)O